6-chloro-2-(5-(1,1-difluoro-2-methoxyethyl)-1H-1,2,4-triazol-3-yl)-3-(1H-imidazol-1-yl)-5-methoxy-1-methyl-1H-pyrrolo[3,2-b]pyridine ClC=1C=C2C(=NC1OC)C(=C(N2C)C2=NNC(=N2)C(COC)(F)F)N2C=NC=C2